methyl 3-chloro-2,2-dimethyl-propionate ClCC(C(=O)OC)(C)C